C(C)(C)(C)OC(=O)N1CC=2C(=CC3=NC(=NN3C2C1O)C)C 8-Hydroxy-2,5-dimethyl-6,8-dihydro-1,3,7,8b-tetraaza-as-indacene-7-carboxylic acid tert-butyl ester